OC(C(=O)NCCC(=O)OCC(CCCCCCCCC\C=C/CCCCCCCC(=O)O)CCCCCCCC\C=C/CCCCCCCC(=O)O)C(CO)(C)C.C(CCCCCCC\C=C/CCCCCCCC)(=O)OCC(COC(CCNC(C(C(CO)(C)C)O)=O)=O)OC(CCCCCCC\C=C/CCCCCCCC)=O 3-((3-(2,4-dihydroxy-3,3-dimethylbutanamido)propanoyl)oxy)propane-1,2-diyl dioleate [3-((3-(2,4-dihydroxy-3,3-dimethylbutanamido)propanoyl)oxy)propane-1,2-diyl dioleate]